N-(4-((5-methyl-1-(trifluoromethyl)-4,5-dihydro-[1,2,4]triazolo[4,3-a]quinoxalin-6-yl)amino)-5-(propanoyl-3,3,3-d3)pyridin-2-yl)cyclopropanecarboxamide CN1CC=2N(C3=CC=CC(=C13)NC1=CC(=NC=C1C(CC([2H])([2H])[2H])=O)NC(=O)C1CC1)C(=NN2)C(F)(F)F